C1(=CC=CC=C1)[C@H]1CN(CC12CCC2)C(=O)C2=CC=NC(N2)=O (R)-6-(8-phenyl-6-azaspiro[3.4]octane-6-carbonyl)pyrimidin-2(1H)-one